N1(C=NC=C1)CC1=C(C=C(C=C1)C1=C(SC(=C1)CC(C)C)S(=O)(=O)NC(C)(C)C)C#N 3-(4-((1H-imidazole-1-yl)methyl)-3-cyanophenyl)-N-(tert-butyl)-5-isobutylthiophene-2-sulfonamide